6-[1-(1-oxo-2-propen-1-yl)-4-piperidinyl]-2-(4-phenoxyphenyl)-3-pyridinecarboxamide O=C(C=C)N1CCC(CC1)C1=CC=C(C(=N1)C1=CC=C(C=C1)OC1=CC=CC=C1)C(=O)N